NC=1C=C(C=C(C1)C(F)F)[C@@H](C)NC(=O)C1=NN(C(C=C1)=O)C=1C=NC=C(C1)C=1N(N=NC1)C N-[(1R)-1-[3-amino-5-(difluoromethyl)phenyl]ethyl]-1-[5-(3-methyltriazol-4-yl)-3-pyridyl]-6-oxo-pyridazine-3-carboxamide